(2R,3R)-3-(3-(4-(4-fluorobenzyloxy)phenyl)isoxazol-5-yl)-2-(2,4-difluorophenyl)-1-(1H-tetrazol-1-yl)butan-2-ol FC1=CC=C(COC2=CC=C(C=C2)C2=NOC(=C2)[C@@H]([C@@](CN2N=NN=C2)(O)C2=C(C=C(C=C2)F)F)C)C=C1